C(C)(C)(C)C=1C=C(NN1)NC(=O)NC1=CC=C(C=C1)N1C=NC2=C1C=CC(=C2)OCCOCCOCCCC2=C1C(N(C(C1=CC=C2)=O)C2C(NC(CC2)=O)=O)=O (5-tert-butyl-2H-pyrazol-3-yl)-3-(4-{5-[2-(2-{3-[2-(2,6-dioxopiperidin-3-yl)-1,3-dioxo-2,3-dihydro-1H-isoindol-4-yl]-propoxy}-ethoxy)-ethoxy]-benzimidazol-1-yl}-phenyl)-urea